2-(5-fluoropyrimidin-2-yl)-7-methyl-N-(3,4,5-trifluorophenyl)-2,3,3a,4,10,10a-hexahydro-1H,7H-dipyrrolo[3,4-b:3',4'-f][1,4,5]oxathiazocine-8-carboxamide 5,5-dioxide FC=1C=NC(=NC1)N1CC2NS(C=3C(OCC2C1)=C(N(C3)C)C(=O)NC3=CC(=C(C(=C3)F)F)F)(=O)=O